C(C)OC(CC(CC(O)C1CC1)=O)=O 5-cyclopropyl-5-hydroxy-3-oxopentanoic acid ethyl ester